COC1=NN(C=C1NC1=NC=CC(=N1)C1=CN(C2=C(C=CC=C12)NC([C@@H](C)N1CCN(CC1)C)=O)C)C 3-(2-((3-methoxy-1-methyl-1H-pyrazol-4-yl)amino)pyrimidin-4-yl)-N-methyl-7-((R)-2-(4-methylpiperazin-1-yl)propionylamino)-1H-indol